NC1=NC=NC2=C1C(=C1C(=C[C@@H](CN21)NC(C=C)=O)C)C=2C=NC1=CC=CC=C1C2 |r| N-[rac-(8S)-4-amino-6-methyl-5-(3-quinolyl)-8,9-dihydropyrimido[5,4-b]indolizin-8-yl]prop-2-enamide